(R)-5-methyl-1-(4-((4'-(1-methylpyrrolidin-2-yl)-[1,1'-biphenyl]-4-yl)methyl)phenyl)-1H-pyrazole-3-carboxamide CC1=CC(=NN1C1=CC=C(C=C1)CC1=CC=C(C=C1)C1=CC=C(C=C1)[C@@H]1N(CCC1)C)C(=O)N